C(CCCCCCCC)OC(C=C)=O nonylacrylate